β-methyl-α-valerolactone CC(C1C(=O)O1)CC